2-(6-methoxy-1H-benzo[d]imidazol-2-yl)acetonitrile COC=1C=CC2=C(NC(=N2)CC#N)C1